O[C@@H](C(=O)N1CC2(CC2)C[C@H]1C(=O)N[C@@H](C[C@H]1C(NCC1)=O)C(COC(F)(F)F)=O)C(C)(C)C (S)-5-((R)-2-hydroxy-3,3-dimethylbutyryl)-N-((S)-3-oxo-1-((S)-2-oxopyrrolidin-3-yl)-4-(trifluoromethoxy)butan-2-yl)-5-azaspiro[2.4]heptane-6-carboxamide